Cl.COC=1C=C(C=NC1)C1=CC=C(C=C1)CNC1(C(CCC1)N(C=1C2=C(N=CN1)SC(=C2)CC(F)(F)F)C)O ({[4-(5-methoxypyridin-3-yl)phenyl]methyl}amino)-2-{methyl[6-(2,2,2-trifluoroethyl)thieno[2,3-d]pyrimidin-4-yl]amino}cyclopentan-1-ol Hydrochloride